3-(5-(1-isopropyl-4-(pyrrolidin-1-ylmethyl)-1H-pyrrolo[2,3-b]pyridin-6-yl)-1-oxoisoindolin-2-yl)piperidine-2,6-dione C(C)(C)N1C=CC=2C1=NC(=CC2CN2CCCC2)C=2C=C1CN(C(C1=CC2)=O)C2C(NC(CC2)=O)=O